di-normal propyl peroxydicarbonate C(=O)(OCCC)OOC(=O)OCCC